C1(=CC=CC=C1)P(C1=CC=CC=C1)C1=CC=CC=C1.BrCC bromoethane triphenylphosphine salt